(E)-1-(p-tolyl)ethan-1-one O-(2-chloro-6-((4,6-dimethoxypyrimidin-2-yl)thio)benzoyl) oxime ClC1=C(C(=O)O\N=C(/C)\C2=CC=C(C=C2)C)C(=CC=C1)SC1=NC(=CC(=N1)OC)OC